Methyl 1-(2-chlorophenyl)-5-[3-(2,2-dimethyl-propoxy)phenyl]-1H-pyrazole-3-carboxylate ClC1=C(C=CC=C1)N1N=C(C=C1C1=CC(=CC=C1)OCC(C)(C)C)C(=O)OC